S(=O)(=O)(C1=CC=C(C)C=C1)NCCNS(=O)(=O)C1=CC=C(C)C=C1 N1,N2-ditosylethane-1,2-diamine